FC=1C=C2C=CC(=NC2=CC1)C(=O)N1C[C@@H](N(C[C@H]1C)C(=O)OC(C)(C)C)C tert-butyl (2S,5R)-4-(6-fluoroquinoline-2-carbonyl)-2,5-dimethylpiperazine-1-carboxylate